S1C2=C(C=C1)C(=CC=C2)N2CCN(CC2)CCCCOC2=CC=C1C=CC(N(C1=C2)C(CCCCCCCCCCCCCCCC)=O)=O 7-(4-(4-(benzo[b]thiophen-4-yl)piperazin-1-yl)butoxy)-1-heptadecanoylquinolin-2(1H)-one